4-[4-(1,3-benzothiazol-2-yloxy)-3-chlorophenyl]butan-2-one S1C(=NC2=C1C=CC=C2)OC2=C(C=C(C=C2)CCC(C)=O)Cl